O1COC2=C1C=CC(=C2)NC2=C(N=C1N2C=CN=C1)C1=CC=C(C(=O)OC)C=C1 methyl 4-[3-(1,3-benzodioxol-5-ylamino)imidazo[1,2-a]pyrazin-2-yl]benzoate